2-{5-O-[Bis(4-methoxyphenyl)(phenyl)methyl]-2-O-[tert-butyl(dimethyl)silyl]-β-D-ribofuranosyl}-7,8,9,10-tetrahydro-2H-6-oxa-2,3,5-triazacycloocta[1,2,3-cd]indene COC1=CC=C(C=C1)C(OC[C@@H]1[C@H]([C@H]([C@@H](O1)N1C=C2C=3C(=NC=NC13)OCCCC2)O[Si](C)(C)C(C)(C)C)O)(C2=CC=CC=C2)C2=CC=C(C=C2)OC